3-aminopropanesulfonic acid, sodium salt [Na+].NCCCS(=O)(=O)[O-]